C1(CC1)C1=NN2C(=NC(=CC2=N1)NC(=O)C1CC1)C=1OC(=CC1)C N-[2-cyclopropyl-5-(5-methylfuran-2-yl)-[1,2,4]triazolo[1,5-c]pyrimidin-7-yl]cyclopropanecarboxamide